C1(CC1)N1C(C(=CC=C1)NC(=O)C=1C(=NC=2N(C1)C=C(N2)C21COC(CC2)(C1)CC)OC(C)C)=O N-(1-cyclopropyl-2-oxo-1,2-dihydropyridin-3-yl)-2-(1-ethyl-2-oxabicyclo[2.2.1]heptan-4-yl)-7-isopropoxyimidazo[1,2-a]pyrimidine-6-carboxamide